1-{2-[3-(2-methoxypropan-2-yl)pyrazol-1-yl]phenyl}methanamine COC(C)(C)C1=NN(C=C1)C1=C(C=CC=C1)CN